(2R)-2-(benzyloxycarbonylamino)propionic acid C(C1=CC=CC=C1)OC(=O)N[C@@H](C(=O)O)C